N-(5-(methylthio)-1,3,4-thiadiazol-2-yl)isoxazolo[4,3-h]quinoline-3-carboxamide CSC1=NN=C(S1)NC(=O)C=1ON=C2C1C=CC=1C=CC=NC21